BrC1=CC=2C=3C4=C(C=CC3N(C2C=C1)C1=CC=CC=C1)OC1=C4C=CC=C1 11-bromo-8-phenyl-8H-benzofuro[2,3-c]carbazole